tert-butyl [(1r,4r)-4-acetylcyclohexyl]carbamate C(C)(=O)C1CCC(CC1)NC(OC(C)(C)C)=O